N-Ethyl-5-hydroxy-2-(2-methoxyphenyl)-4-(piperidin-1-ylmethylene)benzofuran-3-carboxamide C(C)NC(=O)C=1C(OC=2C1C(C(=CC2)O)=CN2CCCCC2)C2=C(C=CC=C2)OC